18-(p-aminophenyl)octadecyl-phosphorylcholine NC1=CC=C(C=C1)CCCCCCCCCCCCCCCCCCP(=O)=C(O)C[N+](C)(C)C